(1S,2S)-N-(5-(5-chloro-7-cyano-6-fluoro-1H-indazol-4-yl)pyrazolo[1,5-a]pyridin-2-yl)-2-fluorocyclopropane-1-carboxamide ClC=1C(=C2C=NNC2=C(C1F)C#N)C1=CC=2N(C=C1)N=C(C2)NC(=O)[C@H]2[C@H](C2)F